C(CCCCCCCCC)OC(CCCCCCCC(C(=O)OCCC(CCCCCC)CCCCCC)NCCC(C)(C)O)=O 3-hexylnonyl 6-(4-(decyloxy)-4-oxobutyl)((3-hydroxy-3-methylbutyl)amino)hexanoate